(S)-5-(Azetidin-2-ylmethoxy)-2-methyl-N-(1-(7-(2-(piperidin-1-yl)pyrimidin-5-yl)quinolin-5-yl)cyclopropyl)benzamide N1[C@@H](CC1)COC=1C=CC(=C(C(=O)NC2(CC2)C2=C3C=CC=NC3=CC(=C2)C=2C=NC(=NC2)N2CCCCC2)C1)C